O1C(COCC1)COC=1C=NC=CC1CNC=1CCNC(C1C(NC1=C(C(=CC=C1)F)C)=S)=O 4-[[3-(1,4-Dioxan-2-ylmethoxy)-4-pyridinyl]methylamino]-N-(3-fluoro-2-methyl-phenyl)-6-oxo-2,3-dihydro-1H-pyridine-5-thiocarboxamide